(2R)-6-(Benzylmethoxy)-2-{[(tert-Butoxycarbonyl)(3,3-dimethylbutyl)amino]methyl}-5-[(2-tert-butoxy-2-oxoethyl)amino]-4-fluoro-2,3-dihydro-1H-indole-1-carboxylic acid tert-butyl ester C(C)(C)(C)OC(=O)N1[C@H](CC2=C(C(=C(C=C12)OCCC1=CC=CC=C1)NCC(=O)OC(C)(C)C)F)CN(CCC(C)(C)C)C(=O)OC(C)(C)C